(S)-1-(6-(2-(methoxymethoxy)propoxy)pyridin-3-yl)-1H-benzo[d]imidazol-2(3H)-one COCO[C@H](COC1=CC=C(C=N1)N1C(NC2=C1C=CC=C2)=O)C